benzo-pyrimidine N1=CN=CC2=C1C=CC=C2